FC1=CC=C(C=C1)C(C(=O)NC1=CC=C(C=C1)C1=NC=NC2=CC(=C(C=C12)OC)OCC1CCN(CC1)CCOC)(C)C 2-(4-fluorophenyl)-N-(4-(6-methoxy-7-((1-(2-methoxyethyl)piperidin-4-yl)methoxy)quinazolin-4-yl)phenyl)-2-methylpropanamide